C1(CC1)C1=NN(C=N1)C1CC2(CN(C2)C(=O)N2CC(C2)OC2=C(C=C(C=C2)Cl)Cl)C1 (6-(3-cyclopropyl-1H-1,2,4-triazol-1-yl)-2-azaspiro[3.3]heptan-2-yl)(3-(2,4-dichlorophenoxy)azetidin-1-yl)methanone